3β-cholest-4-en-3-ol CC(C)CCC[C@@H](C)[C@H]1CC[C@H]2[C@@H]3CCC4=C[C@H](CC[C@]4(C)[C@H]3CC[C@]12C)O